di-n-butyl-(1-adamantyl)phosphine C(CCC)P(C12CC3CC(CC(C1)C3)C2)CCCC